C(C)(C)(C)OC(=O)N[C@H](C(=O)N1[C@@H]([C@H]2C([C@H]2C1)(C)C)C(=O)OC)CCC methyl (1R,2S,5S)-3-[(2S)-2-(tert-butoxycarbonylamino)pentanoyl]-6,6-dimethyl-3-azabicyclo[3.1.0]hexane-2-carboxylate